C(C)ONC(C(C1=CC=CC=C1)C1=CC=CC=C1)=O n-ethoxy-2,2-diphenylacetamide